S1C(=NC2=C1C=CC=C2)C2=CC=C(OCCOCCO)C=C2 2-(2-(4-(benzo[d]thiazol-2-yl)phenoxy)ethoxy)ethan-1-ol